molybdenum-niobium-tungsten oxide [W]=O.[Nb].[Mo]